[Cl-].C(C=C)[N+](C)(C)CCCCCCCCCCCCCCCCCCCCCC allyl-behenyl-dimethyl-ammonium chloride